(E)-4-(3-bromoprop-1-en-1-yl)-5-chloro-1-methyl-3-(trifluoromethyl)-1H-pyrazole BrC/C=C/C=1C(=NN(C1Cl)C)C(F)(F)F